N-benzhydrylpicolinamide C(C1=CC=CC=C1)(C1=CC=CC=C1)NC(C1=NC=CC=C1)=O